O=C(OCC(COC(CCC)=O)OC(CCC)=O)CCC tributyrin